C(=O)C1=CC=C(C=C1)[C@@H]1CN(CCO1)C(=O)OC(C)(C)C (R)-tert-Butyl 2-(4-formylphenyl)morpholine-4-carboxylate